OC1(CCC(CC1)NC=1N=C(C2=C(N1)NC=C2C2=CC=1N(C=C2)N=CC1C(=O)NC)OC([2H])([2H])[2H])C 5-(2-(((1r,4r)-4-hydroxy-4-methylcyclohexyl)amino)-4-(methoxy-d3)-7H-pyrrolo[2,3-d]pyrimidin-5-yl)-N-methylpyrazolo[1,5-a]pyridine-3-carboxamide